tert-butyl (S)-3-((4-((3-chloro-2-fluoro-4-(((R)-tetrahydrofuran-3-yl)methoxy)phenyl)amino)pyrido[3,2-d]pyrimidin-6-yl)oxy)pyrrolidine-1-carboxylate ClC=1C(=C(C=CC1OC[C@H]1COCC1)NC=1C2=C(N=CN1)C=CC(=N2)O[C@@H]2CN(CC2)C(=O)OC(C)(C)C)F